8-(4-Cyclobutyl-piperazin-1-yl)-9-(1-ethyl-propoxy)-5,6,6-trimethyl-11-oxo-6,11-dihydro-5H-benzo[b]carbazole-3-carbonitrile C1(CCC1)N1CCN(CC1)C=1C(=CC2=C(C(C=3N(C4=CC(=CC=C4C3C2=O)C#N)C)(C)C)C1)OC(CC)CC